ClC1=C(N=C(S1)NC([C@@H](C1=CC=C(C=C1)C=1N=NN(N1)C)[C@@H]1CC(CC1)(F)F)=O)C (R)-N-(5-chloro-4-methylthiazol-2-yl)-2-((S)-3,3-difluorocyclopentyl)-2-(4-(2-methyl-2H-tetrazol-5-yl)phenyl)acetamide